O1C(=NC=C1)C=O oxazol-formaldehyde